2-butyl-5',5'-difluoro-3',3a',4',5',6',6a'-hexahydro-1'H-spiro[imidazole-4,2'-pentalen]-5(1H)-one C(CCC)C=1NC(C2(CC3CC(CC3C2)(F)F)N1)=O